4,7-dibromo-6-iodobenzothiadiazole BrC1=CC(=C(C2=C1N=NS2)Br)I